(1S,3S)-3-((6-(5-(((6-isopropoxy-pyrimidin-4-yl)oxy)methyl)-1-methyl-1H-1,2,3-triazol-4-yl)-2-methylpyridin-3-yl)oxy)cyclohexane-1-carboxylic acid C(C)(C)OC1=CC(=NC=N1)OCC1=C(N=NN1C)C1=CC=C(C(=N1)C)O[C@@H]1C[C@H](CCC1)C(=O)O